C=CCCCCCCCCCCCCCCCCCCCC (13E)-docosen